BrC1=CC(=C(C=C1F)SC([2H])([2H])[2H])Cl (4-bromo-2-chloro-5-fluorophenyl)(methyl-d3)sulfane